(S)-(3,3-difluorocyclobutyl)(6-(2-methylimidazo[1,2-a]pyridin-6-yl)thieno[2,3-b]pyridin-2-yl)methanol FC1(CC(C1)[C@H](O)C1=CC=2C(=NC(=CC2)C=2C=CC=3N(C2)C=C(N3)C)S1)F